Cl.N=CCC=1C=C2C=CC(=CC2=CC1)O 6-iminoethyl-2-naphthol hydrochloride